ClC1=NNC=C1C1=CC=C2C(=CN(C2=C1)C[C@@H]1N(CC1)CCF)C(=O)[C@@H]1COC2=CC=C(C=C2C1)OC (6-(3-chloro-1H-pyrazol-4-yl)-1-(((R)-1-(2-fluoroethyl)azetidin-2-yl)methyl)-1H-indol-3-yl)((S)-6-methoxychroman-3-yl)methanone